1-(3-(2-hydroxy-2-methylpropyloxy)-4-methyl-1-phenyl-1H-pyrazol-5-yl)-3-((3s,4r)-1-(2-methoxyethyl)-4-(3,4,5-trifluorophenyl)pyrrolidin-3-yl)urea OC(COC1=NN(C(=C1C)NC(=O)N[C@@H]1CN(C[C@H]1C1=CC(=C(C(=C1)F)F)F)CCOC)C1=CC=CC=C1)(C)C